N2-(2-(1H-1,2,4-triazol-1-yl)ethyl)-N5-(2,2,2-trifluoro-1-phenylethyl)biphenyl-2,5-diamine N1(N=CN=C1)CCNC=1C(=CC(=CC1)NC(C(F)(F)F)C1=CC=CC=C1)C1=CC=CC=C1